tert-butyl 4-(2-(3-chloro-4-(1-((4-chloropyridin-2-yl)methyl)-4-(1-methylcyclopropoxy)-1H-imidazo[4,5-c]pyridin-2-yl)phenoxy)ethyl)piperazine-1-carboxylate ClC=1C=C(OCCN2CCN(CC2)C(=O)OC(C)(C)C)C=CC1C=1N(C2=C(C(=NC=C2)OC2(CC2)C)N1)CC1=NC=CC(=C1)Cl